diethylamino-2-hydroxy-5H-benzo[a]phenoxazine-5-one C(C)N(CC)C1=C(C=CC2=C1C1=NC3=CC=CC=C3OC1=CC2=O)O